C1(CC1)C1=CNC2=C1C=NC(=C2)NC(C)=O N-(3-cyclopropyl-1H-pyrrolo[3,2-c]pyridin-6-yl)acetamide